2H-benzo[e][1,3]oxazine O1CN=CC2=C1C=CC=C2